2-Methoxyethyl methacrylate C(C(=C)C)(=O)OCCOC